C(C)(C)(C)C1=CC(=C(C(=C1)C#CCCCC)O)C#CCCCC 4-tert-butyl-2,6-bis(1-hexyn-1-yl)phenol